C(C)N(C(C1=C(C=CC(=C1)F)OC=1C(=NC=NC1)N1CC2(C1)CCN(CC2)C[C@H]2OC[C@@H](CC2)NS(=O)(=O)C2=C(C=CC=C2)OC)=O)C(C)C N-Ethyl-5-fluoro-N-isopropyl-2-((4-(7-(((2S,5R)-5-((2-methoxyphenyl)sulfonamido)tetrahydro-2H-pyran-2-yl)methyl)-2,7-diazaspiro[3.5]nonan-2-yl)pyrimidin-5-yl)oxy)benzamide